1-carboxy-1-(2,2-diphenylethylamino)cyclopropane methyl-2-(6-(1,1-difluoroethyl)-1-oxo-spiro[3H-isoquinoline-4,1'-cyclopropane]-2-yl)acetate COC(CN1C(C2=CC=C(C=C2C2(CC2)C1)C(C)(F)F)=O)=O.C(=O)(O)C1(CC1)NCC(C1=CC=CC=C1)C1=CC=CC=C1